S(C)(=O)(=O)[O-].O[SH+]C1=CC=CC=C1 hydroxyphenylsulfonium mesylate